2-(di-tert-butylphosphino)-2'-isopropoxy-1,1'-binaphthyl C(C)(C)(C)P(C1=C(C2=CC=CC=C2C=C1)C1=C(C=CC2=CC=CC=C12)OC(C)C)C(C)(C)C